ClC=1C(=C2C(=NC1)NC(=N2)C2=CC=C(C=C2)N2CCN(CC2)CCCOC)NC2CC(N(C(C2)(C)C)C)(C)C 6-Chloro-2-{4-[4-(3-methoxypropyl)piperazin-1-yl]phenyl}-N-(1,2,2,6,6-pentamethylpiperidin-4-yl)-3H-imidazo[4,5-b]pyridin-7-amine